C1CC(C2CC3(C(C=C12)=O)CC3)=O tetrahydrospiro[cyclopropane-1,5'-indene]-3',6'-dione